(S)-1-trifluoromethylpropylamine FC([C@H](CC)N)(F)F